dimethyl 2-(6-(4-(benzyloxymethyl)piperidin-1-yl)-1-oxoisoquinolin-2(1H)-yl)pentanedioate C(C1=CC=CC=C1)OCC1CCN(CC1)C=1C=C2C=CN(C(C2=CC1)=O)C(C(=O)OC)CCC(=O)OC